3-tert-butyl-N-{4-[2-(4-chloro-3-fluorophenoxy)acetamido]-3-hydroxy-bicyclo[2.2.2]oct-1-yl}-1,2-oxazole-5-carboxamide C(C)(C)(C)C1=NOC(=C1)C(=O)NC12CC(C(CC1)(CC2)NC(COC2=CC(=C(C=C2)Cl)F)=O)O